methyl 5-[[5-chloro-4-(cyclopentylamino) pyrimidin-2-yl] amino]-2-(5,5-dimethyl-1,3,2-dioxaborolan-2-yl)-3-methyl-benzoate ClC=1C(=NC(=NC1)NC=1C=C(C(=C(C(=O)OC)C1)B1OC(CO1)(C)C)C)NC1CCCC1